C1(=CC=CC=C1)C1=NC2=C(N1C1=CC(=C(C(=C1)OC)OC)OC)C=CC=C2 2-phenyl-1-(3,4,5-trimethoxyphenyl)-1H-benzo[d]imidazole